tert-butyl N-[(3R)-1-[2-(1,9-diazatricyclo[6.3.1.04,12]dodeca-2,4(12),5,7-tetraen-2-yl)-1-methyl-benzimidazole-5-carbonyl]-3-piperidyl]carbamate N12C(=CC=3C=CC=C(NCC1)C23)C2=NC3=C(N2C)C=CC(=C3)C(=O)N3C[C@@H](CCC3)NC(OC(C)(C)C)=O